CC1=C(C=CC(=C1)C)\C(\C)=N\NC(C1=CC(=C(C=C1)C)C)=O (E)-N'-(1-(2,4-dimethylphenyl)ethylidene)-3,4-dimethylbenzohydrazide